3-(6-bromo-2-oxoquinolin-1(2H)yl)-2-methyl-3-phenylacrylate BrC=1C=C2C=CC(N(C2=CC1)C(=C(C(=O)[O-])C)C1=CC=CC=C1)=O